1,4,5,8-Tetrabenzylamino-anthraquinone C(C1=CC=CC=C1)NC1=CC=C(C=2C(C3=C(C=CC(=C3C(C12)=O)NCC1=CC=CC=C1)NCC1=CC=CC=C1)=O)NCC1=CC=CC=C1